FC1(CC(C1)(C=1C=C2C(NCC2=CC1)=O)CC(=O)NN)F 2-(3,3-Difluoro-1-(3-oxoisoindolin-5-yl)cyclobutyl)acetohydrazide